3α,6β,7β,12α-tetrahydroxy-5β-cholan-24-oic acid O[C@H]1C[C@H]2[C@@H]([C@@H]([C@H]3[C@@H]4CC[C@H]([C@@H](CCC(=O)O)C)[C@]4([C@H](C[C@@H]3[C@]2(CC1)C)O)C)O)O